Methyl 4-[4-[[(3S)-1-[7-amino-2-(2-furyl)-[1,2,4]triazolo[1,5-a][1,3,5]triazin-5-yl]-3-piperidyl]methyl]piperazin-1-yl]-2,3-difluoro-benzoate NC1=NC(=NC=2N1N=C(N2)C=2OC=CC2)N2C[C@@H](CCC2)CN2CCN(CC2)C2=C(C(=C(C(=O)OC)C=C2)F)F